C(C)OC(COC1=CC(=C(C(=C1)C=C)CC1=C(C(=C(C=C1)O)C(C)C)F)Cl)=O 2-(3-chloro-4-(2-fluoro-4-hydroxy-3-isopropylbenzyl)-5-vinylphenoxy)acetic acid ethyl ester